O=C1NC(CCC1N1C(C2=CC=CC(=C2C1)SCCCCN1CN(C(C1)C)C=1C=CC(=NC1)C(=O)N1CCC(CC1)CCCCNC(\C=C\C1=NC(=CN=C1)C)=O)=O)=O (E)-N-(4-(1-(5-(3-(4-((2-(2,6-dioxopiperidin-3-yl)-1-oxoisoindolin-4-yl)thio)butyl)-5-methylimidazolidin-1-yl)picolinoyl)piperidin-4-yl)butyl)-3-(6-methylpyrazin-2-yl)acrylamide